CC1=NC=C2N1C=CC(=C2)C(=O)O 3-methylimidazo[1,5-a]pyridine-7-carboxylic acid